N1CCC(CC1)CC1CCN(CC1)C(=O)OC(C)(C)C tert-butyl 4-(piperidin-4-ylmethyl)piperidine-1-carboxylate